NC1=NC=2C=CC=CC2C2=C1N=C(N2CCNS(=O)(=O)CCC)CCCC N1-[2-(4-amino-2-butyl-1H-imidazo[4,5-c]quinolin-1-yl)ethyl]-1-propanesulfonamide